N-(5-fluoropyridin-2-yl)-1-[1-(6-methylpyrimidine-4-carbonyl)-1,2,3,4-tetrahydroquinolin-6-yl]cyclobutane-1-carboxamide FC=1C=CC(=NC1)NC(=O)C1(CCC1)C=1C=C2CCCN(C2=CC1)C(=O)C1=NC=NC(=C1)C